(S,E)-2-cyclopentyl-4-(3,4-dimethylphenoxy)-N-(4-(methylsulfonyl)but-3-en-2-yl)pyrimidine-5-carboxamide C1(CCCC1)C1=NC=C(C(=N1)OC1=CC(=C(C=C1)C)C)C(=O)N[C@@H](C)\C=C\S(=O)(=O)C